N1(CCCC1)C[B-](F)(F)F.[K+] potassium (pyrrolidin-1-yl)methyltrifluoroborate